C(C(C)C)N1C2=NC=NC(=C2N=C1)OC1=CC=C(C=C1)C1=CN=C(S1)NC1=CC(=CC=C1)OC 5-(4-((9-isobutyl-9H-purin-6-yl)oxy)phenyl)-N-(3-methoxyphenyl)thiazol-2-amine